3-[[7-(5-methyl-1,2,4-oxadiazol-3-yl)isoquinolin-1-yl]amino]-N-(2-methyl-1H-imidazol-4-yl)propanamide CC1=NC(=NO1)C1=CC=C2C=CN=C(C2=C1)NCCC(=O)NC=1N=C(NC1)C